ethyl cis-5-(dibenzylamino)-1,3-dioxane-2-carboxylate C(C1=CC=CC=C1)N([C@@H]1CO[C@@H](OC1)C(=O)OCC)CC1=CC=CC=C1